Methyl 6-(benzyloxy)-2-(3-bromophenyl)-5,5-difluoro-2-methylhexanoate C(C1=CC=CC=C1)OCC(CCC(C(=O)OC)(C)C1=CC(=CC=C1)Br)(F)F